NC1=CC=C2C3(CC=4C(=NOC4C2=C1)NS(=O)(=O)C1=C(C=C(C(=O)NC)C=C1OC)OC)CC3 4-(N-(8'-amino-4'H-spiro[cyclopropane-1,5'-naphtho[2,1-d]isoxazol]-3'-yl)sulfamoyl)-3,5-dimethoxy-N-methylbenzamide